N-methyl-N-{2-[(4-{3-[3-(trifluoromethyl)phenyl]-1H-pyrrolo[3,2-b]pyridin-2-yl}pyridin-3-yl)oxy]ethyl}ethenesulfonamide CN(S(=O)(=O)C=C)CCOC=1C=NC=CC1C1=C(C2=NC=CC=C2N1)C1=CC(=CC=C1)C(F)(F)F